C1(=CC(=CC=C1)C=1OCC(N1)(C)C)C=1OCC(N1)(C)C 2,2'-m-phenylene-bis(4,4'-dimethyl-2-oxazoline)